tert-Butyl (4S)-4-[3-[[6-[[2-chloro-6-(3-fluoro-5-isobutoxy-phenyl) pyridine-3-carbonyl] sulfamoyl]-2-pyridyl] amino] propyl]-2,2-dimethyl-pyrrolidine-1-carboxylate ClC1=NC(=CC=C1C(=O)NS(=O)(=O)C1=CC=CC(=N1)NCCC[C@H]1CC(N(C1)C(=O)OC(C)(C)C)(C)C)C1=CC(=CC(=C1)OCC(C)C)F